The molecule is a steroidal acyl-CoA that results from the formal condensation of the thiol group of coenzyme A with the carboxy group of 3beta-hydroxychol-5-en-24-oic acid. It is a conjugate acid of a 3beta-hydroxychol-5-en-24-oyl-CoA(4-). C[C@H](CCC(=O)SCCNC(=O)CCNC(=O)[C@@H](C(C)(C)COP(=O)(O)OP(=O)(O)OC[C@@H]1[C@H]([C@H]([C@@H](O1)N2C=NC3=C(N=CN=C32)N)O)OP(=O)(O)O)O)[C@H]4CC[C@@H]5[C@@]4(CC[C@H]6[C@H]5CC=C7[C@@]6(CC[C@@H](C7)O)C)C